(E)-3-(4-((E)-1-(1H-indazol-5-yl)-2-(4-methoxy-2-methylphenyl)but-1-en-1-yl)phenyl)acrylic acid N1N=CC2=CC(=CC=C12)\C(=C(/CC)\C1=C(C=C(C=C1)OC)C)\C1=CC=C(C=C1)/C=C/C(=O)O